2-(2-chlorophenyl)-N-{3-sulfamoyl-4-[3-(trifluoromethyl)-1H-1,2,4-triazol-1-yl]phenyl}acetamide ethyl-8-bromo-4-hydroxy-2-methyl-quinoline-3-carboxylate C(C)OC(=O)C=1C(=NC2=C(C=CC=C2C1O)Br)C.ClC1=C(C=CC=C1)CC(=O)NC1=CC(=C(C=C1)N1N=C(N=C1)C(F)(F)F)S(N)(=O)=O